6-Chloro-N-tetrahydropyran-4-yl-pyridazine-3-carboxamide ClC1=CC=C(N=N1)C(=O)NC1CCOCC1